S1C(=NC=C1)CCC=O 3-(1,3-thiazol-2-yl)propan-1-one